OC(CC(=O)N[C@@H](CCCN)C(=O)O)CCCCCCCCCCCCCCC N-(3-hydroxyoctadecanoyl)ornithine